C(C1=CC=CC=C1)OC=1C=C(C=CC1)C=1NC(N(N1)C)=O 5-(3-benzyloxyphenyl)-2-methyl-4H-1,2,4-triazol-3-one